The molecule is the porphyrin carboxylic acid anion that is ferroheme a protonated to pH 7.3. It is a conjugate base of a ferroheme a. CC1=C(C2=CC3=NC(=CC4=C(C(=C([N-]4)C=C5C(=C(C(=N5)C=C1[N-]2)C=C)C)[C@H](CC/C=C(\\C)/CC/C=C(\\C)/CCC=C(C)C)O)C)C(=C3CCC(=O)[O-])C=O)CCC(=O)[O-].[Fe+2]